O=C(NCC1=CC=C(C=C1)C1(N=N1)C(F)(F)F)OCCOCCOCCOCCC(=O)OC(C)(C)C tert-butyl 3-oxo-1-(4-(3-(trifluoromethyl)-3H-diazirin-3-yl)phenyl)-4,7,10,13-tetraoxa-2-azahexadecan-16-oate